3-hydroxy-2-methoxy-dodec-7-en OC(C(C)OC)CCCC=CCCCC